COCNC(C(=C)C)=O N-methoxymethyl-methacrylamide